C(C)(C)(C)OC(=O)C=1N=CSC1NCC1=CC=C(C=C1)OC 5-{[(4-methoxyphenyl)methyl]amino}-1,3-thiazole-4-carboxylic acid tert-butyl ester